Z-pyrazol N1N=CC=C1